trans-4-((4-(2-Cyclopropyloxazol-4-yl)-pyridine-2-yl)((trans-4-(4-methoxy-3-methylphenyl)cyclohexyl)methyl)carbamoyl)cyclohexyl 3-(dimethylamino)-azetidine-1-carboxylate CN(C1CN(C1)C(=O)O[C@@H]1CC[C@H](CC1)C(N(C[C@@H]1CC[C@H](CC1)C1=CC(=C(C=C1)OC)C)C1=NC=CC(=C1)C=1N=C(OC1)C1CC1)=O)C